C(C)(C)(C)OC(=O)N1C[C@@H]([C@H](C1)C#N)C(=O)O (3R,4R)-1-[(tert-butoxy)carbonyl]-4-cyanopyrrolidine-3-carboxylic acid